3-ethynyl-1,5-dimethyl-1H-pyrazole-4-amine C(#C)C1=NN(C(=C1N)C)C